ethyl({[1-(quinolin-3-yl)-1H-1,2,4-triazol-5-yl]methyl})azanium chloride [Cl-].C(C)[NH2+]CC1=NC=NN1C=1C=NC2=CC=CC=C2C1